3-trifluoromethyl-1-(phenyl)propan aluminum magnesium silicate [Si]([O-])([O-])([O-])[O-].[Mg+2].[Al+3].FC(CCCC1=CC=CC=C1)(F)F